4-(4-Ethylpyridin-3-yl)-2-(fluoromethyl)-5-oxo-1,4,5,7-tetrahydrofurano[3,4-b]pyridine-3-carboxylic acid methyl ester COC(=O)C=1C(C2=C(NC1CF)COC2=O)C=2C=NC=CC2CC